1,3-dimethoxy-1,1,3,3-tetramethyldisiloxane CO[Si](O[Si](C)(C)OC)(C)C